Cl.C(N)(OC[C@@H](C1=CC=C(C=C1)S(=O)(=O)CC)N)=O (R)-(2-amino-2-(4-(ethylsulfonyl) phenyl) ethyl) carbamate hydrochloride